P(=O)(Cl)(Cl)F Phosphoryldichlorid fluorid